(3-Aminocyclobutyl)methanol NC1CC(C1)CO